ClC=1C(=CC(=NC1)OC)C1=CC(=NN1)C(=O)N1CCC(CC1)C(=O)N[C@H]1CN([C@@H](CC1)C(F)(F)F)C 1-(5-(5-chloro-2-methoxypyridin-4-yl)-1H-pyrazole-3-carbonyl)-N-((3r,6s)-1-methyl-6-(trifluoromethyl)piperidin-3-yl)piperidine-4-carboxamide